NC1CN(CCC1)C1=C2C(=NC=C1)N(C(=N2)C2=CC(=C(C#N)C=C2)F)C2=C(C=C(C=C2)N2CCCC2)F 4-(7-(3-Aminopiperidin-1-yl)-3-(2-fluoro-4-(pyrrolidin-1-yl)phenyl)-3H-imidazo[4,5-b]pyridin-2-yl)-2-fluorobenzonitrile